(7H-Indolo[2,3-c]quinolin-6-yl)(phenyl)methanone C1=C2C3=C(C(=NC2=CC=C1)C(=O)C1=CC=CC=C1)NC=1C=CC=CC13